NC1=NC=CC2=CC=C(C=C12)C=1C=C2C(CC3(CCN(CC3)C(CC)=O)C2=CC1)OC1=C(C=CC=C1)CC(=O)O 2-(2-((5-(1-aminoisoquinolin-7-yl)-1'-propionyl-2,3-dihydrospiro[indene-1,4'-piperidin]-3-yl)oxy)phenyl)acetic acid